Ethyl-2-(2-bromophenyl)-2-hydroxyacetate C(C)OC(C(O)C1=C(C=CC=C1)Br)=O